CC=1C=C(C(=O)OC2=C(C(=CC(=C2)Br)C=NC2=CC=C(C=C2)Cl)O)C=CC1 5-bromo-3-((4-chlorophenylimino)meth-yl)-2-hydroxyphenyl 3-methylbenzoate